C1(=CC=CC=C1)C=1NC=NN1 5-phenyl-4H-1,2,4-triazol